N-(3-bromo-4-(trifluoromethyl)benzyl)-4-(4-ethynylphenyl)-1-(3-fluorophenyl)-1H-imidazol-2-amine BrC=1C=C(CNC=2N(C=C(N2)C2=CC=C(C=C2)C#C)C2=CC(=CC=C2)F)C=CC1C(F)(F)F